1,4,11,14-tetrathiaicosane SCCSCCCCCCSCCSCCCCCC